L-methionine methyl ester hydrochloride Cl.COC([C@@H](N)CCSC)=O